CN(C(OC(C)(C)C)=O)CC(N1CCNCC1)=O tert-butyl methyl(2-oxo-2-(piperazin-1-yl)ethyl)carbamate